CC1=C(C=CC(=C1)OC1=CC=CC=C1)N1C(NC2=C(SC=3N=CC=C1C32)C(=O)NC3CCC(CC3)NC)=O 5-(2-Methyl-4-phenoxyphenyl)-N-(4-(methylamino)cyclohexyl)-4-oxo-4,5-dihydro-3H-1-thia-3,5,8-triazaacenaphthylene-2-carboxamide